BrC=1C=C(C=C(C1)F)[C@@H](CO)N1C(C=C(C=C1)C=1C=C2C(=NNC2=CC1)C=1C=NC(=CC1)OCC)=O (S)-1-(1-(3-bromo-5-fluorophenyl)-2-hydroxyethyl)-4-(3-(6-ethoxypyridin-3-yl)-1H-indazol-5-yl)pyridin-2(1H)-one